CC=1C(=C(C=C(C1)C(F)(F)F)O)C1=NC=2N(C=C1)N=C(N2)N2C[C@@H](OCC2)C 3-methyl-2-[2-[(2S)-2-methylmorpholin-4-yl]-[1,2,4]triazolo[1,5-a]pyrimidin-5-yl]-5-(trifluoromethyl)phenol